FC1=C(C=CC(=C1)C1=NN(C=N1)C1=CC=C(C=C1)OC(F)(F)F)NC(=O)\N=C\1/SCC(N1C1=C2CCOCC2=CC=C1)=O (Z)-1-(2-fluoro-4-(1-(4-(trifluoromethoxy)phenyl)-1H-1,2,4-triazol-3-yl)phenyl)-3-(3-(isochroman-5-yl)-4-oxothiazolidine-2-ylidene)urea